COC=1C=C2C(=NNC2=CC1)CCN(C)C 2-(5-methoxy-1H-indazol-3-yl)-N,N-dimethylethan-1-amine